(R)-5-methyl-2-(propan-2-ylidene)cyclohexan-1-one C[C@@H]1CCC(C(C1)=O)=C(C)C